(diphenyltriazinyl)[(dimethylfluorenyl)dibenzoselenophenyl]biphenyl C1(=CC=CC=C1)C1=C(C(=NN=N1)C=1C(=C(C=CC1)C1=CC=CC=C1)C1=C(C=CC=2[Se]C3=C(C21)C=CC=C3)C3=C(C(=CC=2C1=CC=CC=C1CC32)C)C)C3=CC=CC=C3